benzyl (5S)-3,3-difluoro-5-[[4-(1H-indol-3-yl)-5-(trifluoromethyl) pyrimidin-2-yl]amino]piperidine-1-carboxylate FC1(CN(C[C@H](C1)NC1=NC=C(C(=N1)C1=CNC2=CC=CC=C12)C(F)(F)F)C(=O)OCC1=CC=CC=C1)F